FC=1C=2N(C=C(C1)NC(=O)C1=CC=3C(=NC(=CC3)C3=CCCNC3)S1)C=C(N2)C N-(8-fluoro-2-methyl-imidazo[1,2-a]pyridin-6-yl)-6-(1,2,3,6-tetrahydropyridin-5-yl)thieno[2,3-b]pyridine-2-carboxamide